(5S)-1'-[7-(2-chloro-3-fluorophenyl)pyrazolo[1,5-a]pyrazin-4-yl]spiro[5,7-dihydrocyclopenta[b]pyridine-6,4'-piperidine]-5-amine hydrochloride Cl.ClC1=C(C=CC=C1F)C1=CN=C(C=2N1N=CC2)N2CCC1(CC2)[C@@H](C=2C(=NC=CC2)C1)N